C12C=CC(C=3C4C=CC(C13)O4)O2 1,4,5,8-tetrahydro-1,4:5,8-diepoxynaphthalene